N(=O)NC(=O)N nitrosourea